methyl (S)-2-((S)-2-(((1-(3-chlorobenzyl)cyclopropoxy) carbonyl)amino)-4-methylpentanamido)-3-((S)-2-oxopyrrolidin-3-yl)propanoate ClC=1C=C(CC2(CC2)OC(=O)N[C@H](C(=O)N[C@H](C(=O)OC)C[C@H]2C(NCC2)=O)CC(C)C)C=CC1